(R)-N-(7-(1-(1-propenylpiperidin-3-yl)-4-amino-1H-pyrazolo[3,4-d]pyrimidin-3-yl)benzo[d][1,3]dioxolan-4-yl)-4-(pyrrolidin-1-yl)benzamide C(=CC)N1C[C@@H](CCC1)N1N=C(C=2C1=NC=NC2N)C2=CC=C(C1=C2OCO1)NC(C1=CC=C(C=C1)N1CCCC1)=O